CC=1N=C(C2=C(N1)C=NC(=C2)N2C[C@@H](CC2)NC(C)=O)N[C@H](C)C=2C(=NN(C2)C)C(F)(F)F |&1:21| N-{(3R)-1-[2-methyl-4-({(1RS)-1-[1-methyl-3-(trifluoromethyl)-1H-pyrazol-4-yl]ethyl}amino)pyrido[3,4-d]pyrimidin-6-yl]pyrrolidin-3-yl}acetamide